3-chloro-1,2,3-trifluoropropene ClC(C(=CF)F)F